butyl 3-(2-{2-[(1-methanesulfonyl-1H-pyrrol-3-yl)formamido]acetamido}-1,3-thiazol-4-yl)piperidine-1-carboxylate CS(=O)(=O)N1C=C(C=C1)C(=O)NCC(=O)NC=1SC=C(N1)C1CN(CCC1)C(=O)OCCCC